N[C@H](C(=O)C1(CCC(C1)O)C(=O)N[C@@H](C)C1=CC=C(C=C1)C1=C(N=CS1)C)C(C)(C)C [(2S)-2-amino-3,3-dimethyl-butanoyl]-4-hydroxy-N-[(1S)-1-[4-(4-methylthiazol-5-yl)phenyl]ethyl]cyclopentanecarboxamide